C(C)(=O)OCCOC1=C(C=CC(=C1)C1=CC(=NC=2C3=C(NC(CC21)=O)C=CC=C3)C3=CC=CC=C3)OC 2-(2-methoxy-5-(6-oxo-2-phenyl-6,7-dihydro-5H-benzo[b]pyrido[2,3-d]azepin-4-yl)phenoxy)ethyl acetate